C(C)(C)(C)C=1C=C(C=C(C1O)C(C)(C)C)C(C(=O)O)C (3,5-di-tert-butyl-4-hydroxy-phenyl)propionic acid